ethyl α-bromobutyrate BrC(C(=O)OCC)CC